6-ethynyl-1H-benzo[d]imidazole C(#C)C=1C=CC2=C(NC=N2)C1